CC=1C(=C2C=CC=NC2=CC1)NC1CCN(CC1)CC(=O)N1[C@@H](CCC1)C#N (S)-1-(2-(4-((6-Methylchinolin-5-yl)amino)piperidin-1-yl)acetyl)pyrrolidin-2-carbonitril